2-bromo-1,1,1-trifluoropropane BrC(C(F)(F)F)C